C(C)C1(C=CCC1)CC 1,1-diethylcyclopentene